CS(=O)(=O)OC1CC(C1)C1=CC=CC=C1 (1S,3S)-3-phenylcyclobutyl methanesulfonate